7,9-dihydropurine N1=CN=C2NCNC2=C1